5-(methanesulfonyl)pyridin CS(=O)(=O)C=1C=CC=NC1